trioctylphosphonium tetrakis(pentafluorophenyl)borate FC1=C(C(=C(C(=C1[B-](C1=C(C(=C(C(=C1F)F)F)F)F)(C1=C(C(=C(C(=C1F)F)F)F)F)C1=C(C(=C(C(=C1F)F)F)F)F)F)F)F)F.C(CCCCCCC)[PH+](CCCCCCCC)CCCCCCCC